N-[(3S)-9-fluoro-2-oxo-5-phenyl-1,3-dihydro-1,4-benzodiazepine-3-Yl]-2-(2-fluorophenyl)-6-(4-methylpiperazin-1-yl)imidazo[1,2-b]pyridazine-3-carboxamide FC1=CC=CC=2C(=N[C@@H](C(NC21)=O)NC(=O)C2=C(N=C1N2N=C(C=C1)N1CCN(CC1)C)C1=C(C=CC=C1)F)C1=CC=CC=C1